((2-(((3S,6S,10aS)-3-([1,1'-biphenyl]-4-ylcarbamoyl)-5-oxodecahydro-pyrrolo[1,2-a]azocin-6-yl)carbamoyl)benzo[b]thiophen-5-yl)difluoromethyl)phosphonic acid C1(=CC=C(C=C1)NC(=O)[C@@H]1CC[C@H]2N1C([C@H](CCCC2)NC(=O)C2=CC1=C(S2)C=CC(=C1)C(F)(F)P(O)(O)=O)=O)C1=CC=CC=C1